3-amino-2'-methyl-[1,1'-biphenyl]-4-ol NC=1C=C(C=CC1O)C1=C(C=CC=C1)C